C(#N)C1(CC12CC2)C=2C=C1C=C(N=CC1=CC2)NC(=O)C2CN(CC2)C=2C=NN(C2)C N-(6-(1-cyanospiro[2.2]pentan-1-yl)isoquinolin-3-yl)-1-(1-methyl-1H-pyrazol-4-yl)pyrrolidine-3-carboxamide